5'-deoxy-4'-fluoro-5'-iodo-1'-C-methyluridine F[C@]1([C@H]([C@H]([C@@](O1)(N1C(=O)NC(=O)C=C1)C)O)O)CI